N-(2-{8-Methyl-1H,2H,3H-pyrido[2,3-b][1,4]oxazin-7-yl}-[1,3]thiazolo[5,4-c]pyridin-6-yl)-5-(morpholin-4-yl)-6-[(pyrrolidin-1-yl)methyl]pyridin-2-amine CC1=C(C=NC=2OCCNC21)C=2SC=1C=NC(=CC1N2)NC2=NC(=C(C=C2)N2CCOCC2)CN2CCCC2